decanoic acid chloride C(CCCCCCCCC)(=O)Cl